propanol glycidyl-acrylate C(C1CO1)C(C(=O)OCCC)=C